ClC=1C=NC=C(C1[C@@H](C)OC=1C=C2C(=NNC2=CC1)C1=NC2=C(N1)CN(C2)C(CN2CC(C2)F)=O)Cl (R)-1-(2-(5-(1-(3,5-dichloropyridin-4-yl)ethoxy)-1H-indazol-3-yl)-4,6-dihydropyrrolo[3,4-d]imidazol-5(1H)-yl)-2-(3-fluoroazetidin-1-yl)ethan-1-one